FC=1C=C(C=CC1F)C1=NC(=NC2=C1N=C(N(C2=O)C)C)N2C[C@H](OCC2)C=2C=NN(C2)C 8-(3,4-difluorophenyl)-2,3-dimethyl-6-[(2R)-2-(1-methyl-1H-pyrazol-4-yl)morpholin-4-yl]-3H,4H-pyrimido[5,4-d][1,3]diazin-4-one